2-(3-thienyl)ethyloxy-4-butylsulfonate S1C=C(C=C1)CCOC(CCC)S(=O)(=O)[O-]